4-(tert-butyl)-2-chloropyridine C(C)(C)(C)C1=CC(=NC=C1)Cl